COC=1C=C(C=CC1OCC#C)/C=C/C(=O)NC1=C(C(=O)NCC2=NC=CC=C2)C=CC=C1 (E)-2-(3-(3-methoxy-4-(prop-2-yn-1-yloxy)phenyl)acrylamido)-N-(pyridin-2-ylmethyl)benzamide